2,5-DIHYDROXY-3-METHOXYBENZENECARBALDEHYDE OC1=C(C=C(C=C1OC)O)C=O